CC1=CC(=NC2=CC=C(N=C12)C1=CC=CC=C1)N 4-methyl-6-phenyl-1,5-naphthyridin-2-amine